tert-Butyl 4-((4-(5-(2,4-dioxotetrahydropyrimidin-1(2H)-yl)-4-methyl-1H-indol-1-yl)piperidin-1-yl)methyl)piperidine-1-carboxylate O=C1N(CCC(N1)=O)C=1C(=C2C=CN(C2=CC1)C1CCN(CC1)CC1CCN(CC1)C(=O)OC(C)(C)C)C